O1CC(C1)N1C=CC=2C1=NC=C(C2)N 1-(oxetan-3-yl)-1H-pyrrolo[2,3-b]pyridin-5-amine